tert-Butyl 3-(3-cyano-2-(2-phenylquinolin-7-yl)pyrazolo[1,5-a]pyrimidin-7-yl)azetidine-1-carboxylate C(#N)C=1C(=NN2C1N=CC=C2C2CN(C2)C(=O)OC(C)(C)C)C2=CC=C1C=CC(=NC1=C2)C2=CC=CC=C2